(Z)-8-((2-hydroxyethyl)amino)octanoic acid hept-3-en-1-yl ester C(CC=CCCC)OC(CCCCCCCNCCO)=O